C=1(C(=CC=CC1)C=CC(=O)[O-])C1=CC=C(C=C1)C=CC(=O)[O-] 4'-biphenyldiacrylate